C1(CC1)CCC=1N(C=C(N1)C=1C(=NC=CC1)N1CCC(CC1)N1CCN(CC1)C)C(=O)N (2-Cyclopropylethyl)-4-(2-(4-(4-methylpiperazin-1-yl)piperidin-1-yl)pyridin-3-yl)-1H-imidazole-1-carboxamide